5-(3-hydroxyphenyl)-1H-pyrazole-3-carboxylic acid methyl ester COC(=O)C1=NNC(=C1)C1=CC(=CC=C1)O